N-((7R)-2-Cyano-2-azabicyclo[2.2.1]heptan-7-yl)-5-(3-(phenylthio)pyridin-4-yl)thiazol-2-carboxamid C(#N)N1C2CCC(C1)[C@H]2NC(=O)C=2SC(=CN2)C2=C(C=NC=C2)SC2=CC=CC=C2